(S)-(4-(7-fluoropyrazolo[1,5-a]pyridin-2-yl)-6,7-dihydro-1H-imidazo[4,5-c]pyridin-5(4H)-yl)(5-(1-(trifluoromethyl)-1H-pyrazol-3-yl)-1,3,4-oxadiazol-2-yl)methanone FC1=CC=CC=2N1N=C(C2)[C@H]2N(CCC1=C2N=CN1)C(=O)C=1OC(=NN1)C1=NN(C=C1)C(F)(F)F